C(C)(C)(C)OC(=O)N1C[C@H]([C@H](CC1)N1N=C(C=2C1=NC=NC2N)C2=CC=C(C=C2)OC2=CC=CC=C2)F (3R,4S)-4-(4-amino-3-(4-phenoxyphenyl)-1H-pyrazolo[3,4-d]pyrimidin-1-yl)-3-fluoropiperidine-1-carboxylic acid tert-butyl ester